C[Si](C#CCCC1=C(C=CC=C1)CO)(C)C (2-(4-(trimethylsilyl)but-3-yn-1-yl)phenyl)methanol